(Z)-4-(3-(2-(7-azabicyclo[2.2.1]heptan-7-yl)acetyl)-2,4-dimethyl-5-(4-(methylsulfonyl)but-1-en-1-yl)-1H-pyrrol-1-yl)benzonitrile C12CCC(CC1)N2CC(=O)C2=C(N(C(=C2C)\C=C/CCS(=O)(=O)C)C2=CC=C(C#N)C=C2)C